3,5-diisopropylphenyl-lithium C(C)(C)C=1C=C(C=C(C1)C(C)C)[Li]